(R)-3-(2-(8-methyl-6-(2-phenylpropoxy)-[1,2,4]triazolo[1,5-a]pyridin-2-yl)ethyl)-1-oxa-3,8-diazaspiro[4.5]decan-2-one CC=1C=2N(C=C(C1)OC[C@H](C)C1=CC=CC=C1)N=C(N2)CCN2C(OC1(C2)CCNCC1)=O